C=1(C(=CC=CC1)C(=O)OCCCCCCCCCCC)C(=O)OCCCCCCCCCCC bisundecyl 1,2-benzenedicarboxylate